tert-butyl (S)-5-amino-4-(((2-((R)-1-amino-5-(tert-butoxy)-1,5-dioxopentan-2-yl)-6-bromo-3-oxoisoindolin-5-yl)methyl) amino)-5-oxopentanoate NC([C@H](CCC(=O)OC(C)(C)C)NCC=1C=C2C(N(CC2=CC1Br)[C@@H](C(=O)N)CCC(=O)OC(C)(C)C)=O)=O